CO[C@@H]1CC[C@H](CC1)NC(=O)C=1C=NN2C1C=C(C=C2)C2=CNC=1N=C(N=CC12)N[C@@H](C(F)(F)F)C N-(trans-4-methoxycyclohexyl)-5-(2-(((R)-1,1,1-trifluoropropan-2-yl)amino)-7H-pyrrolo[2,3-d]pyrimidin-5-yl)pyrazolo[1,5-a]pyridine-3-carboxamide